(trans-4-(9-(furan-2-yl)-2,4-dimethyl-5-oxo-5,6,7,8-tetrahydro-[1,3]dioxolo[4,5-g]isoquinolin-2-yl)cyclohexyl)carbamate O1C(=CC=C1)C=1C=2CCNC(C2C(=C2C1OC(O2)(C)[C@@H]2CC[C@H](CC2)NC([O-])=O)C)=O